dicyclohexylammonium 2-(3-tert-butoxycarbonylamino-propyl)-4-methyl-4-nitro-pentanoate C(C)(C)(C)OC(=O)NCCCC(C(=O)[O-])CC(C)([N+](=O)[O-])C.C1(CCCCC1)[NH2+]C1CCCCC1